ethyl 2-ethyl-4-(2-fluoro-4-methoxythieno[3,2-E]benzofuran-7-yl)-4-oxobut-2-enoate C(C)C(C(=O)OCC)=CC(=O)C1=CC2=C(C=C(C3=C2C=C(O3)F)OC)S1